phenyl-(bispyridyl)bismuth dichloride C1(=CC=CC=C1)[Bi](C1=NC=CC=C1)(C1=NC=CC=C1)(Cl)Cl